ClC1=CN(C=2N=NC(=CC21)C2=C(C=C(C=C2C)C(F)(F)F)O)C2CC(C2)(C)O 2-{5-chloro-7-[(1s,3s)-3-hydroxy-3-methylcyclobutyl]-7H-pyrrolo[2,3-c]pyridazin-3-yl}-3-methyl-5-(trifluoromethyl)phenol